3'-(2,4-bis(benzyloxy)-5-isopropylbenzamido)-5-(ethyl(tetrahydro-2H-pyran-4-yl)amino)-4-methyl-[1,1'-biphenyl]-3-carboxylic acid C(C1=CC=CC=C1)OC1=C(C(=O)NC=2C=C(C=CC2)C2=CC(=C(C(=C2)N(C2CCOCC2)CC)C)C(=O)O)C=C(C(=C1)OCC1=CC=CC=C1)C(C)C